N-BUTYL-2-(4-FORMYLPHENOXY)ACETAMIDE C(CCC)NC(COC1=CC=C(C=C1)C=O)=O